N1N=C(C=C1)C1NC2=CC=CC=C2CC1 2-(1H-pyrazol-3-yl)-1,2,3,4-tetrahydroquinoline